(R)-tert-butyldimethyl((4-(methylthio)butan-2-yl)oxy)silane C(C)(C)(C)[Si](O[C@H](C)CCSC)(C)C